ClC1=CC=C(C(=N1)CNC(OC(C)(C)C)=O)CC(CO)C1CC1 tert-butyl {[6-chloro-3-(2-cyclopropyl-3-hydroxypropyl)pyridin-2-yl]methyl}carbamate